ClC1=C(C(=C(C=C1OC)OC)Cl)C1=NC(=C2C=C(N=CC2=C1)N[C@H]1[C@H](COC1)NC(C=C)=O)N1CC(OCC1)C N-((3R,4S)-4-((7-(2,6-dichloro-3,5-dimethoxyphenyl)-5-(2-methylmorpholino)-2,6-naphthyridin-3-yl)amino)tetrahydro-furan-3-yl)acrylamide